ClC=1C=C(C=C(C1)F)C1=CC=NC=2N1N=C(C2C2=NC=1C(=NC=C(C1)C(F)(F)F)N2C)SCC 2-(7-(3-chloro-5-fluorophenyl)-2-(ethylsulfanyl)pyrazolo[1,5-a]pyrimidin-3-yl)-3-methyl-6-(trifluoromethyl)-3H-imidazo[4,5-b]pyridine